O=C1NC2=C(C=CC=C2C1(C1=CC=C(C=C1)OC(F)(F)F)N1CCC(=CC1)B(O)O)C(F)(F)F (1-(2-oxo-3-(4-(trifluoromethoxy)phenyl)-7-(trifluoromethyl)indolin-3-yl)-1,2,3,6-tetrahydropyridin-4-yl)boronic acid